5-METHYL-6-(MORPHOLIN-4-YL)PYRIDINE-3-BORONIC ACID CC=1C=C(C=NC1N1CCOCC1)B(O)O